N-(9-fluorenylmethoxycarbonyl)-4-nitrophenylalanine C1=CC=CC=2C3=CC=CC=C3C(C12)COC(=O)N[C@@H](CC1=CC=C(C=C1)[N+](=O)[O-])C(=O)O